phenyl-propynol C1(=CC=CC=C1)CC#CO